3-hydroxylanthranilic acid OC1=C(C(C(=O)O)=CC=C1)N